OC1=C(C=C(CNC(C2=C(C=C(C=C2O)O)O)=O)C=C1)OC 2,4,6-trihydroxybenzoic acid N-(4-hydroxy-3-methoxybenzyl) amide